OCC1CC(CN1C(=O)C1=CC=C(C=C1)C1=C(C=CC=C1)C)=O 5-(hydroxymethyl)-1-[(2'-methyl-1,1'-biphenyl-4-yl)carbonyl]pyrrolidin-3-one